8-chloro-4-oxo-4H-chromene-3-carbaldehyde ClC=1C=CC=C2C(C(=COC12)C=O)=O